ethyl N,N-dipropylaminoacetate C(CC)N(CCC)CC(=O)OCC